C(C)(C)(C)OC(=O)N(C=1C=CC(N(C1)CC(=O)OCC)=O)CCOCCOCCN1C(C2=CC=CC=C2C1=O)=O ethyl 2-(5-((tert-butoxycarbonyl)(2-(2-(2-(1,3-dioxoisoindolin-2-yl)ethoxy)ethoxy)ethyl)amino)-2-oxopyridin-1(2H)-yl)acetate